N-(2-chloro-4-(trifluoromethyl)phenyl)-2-(5-ethyl-6-(4-((3-hydroxypyridin-2-yl)oxy)phenyl)-7-oxo-2-phenyl-[1,2,4]triazolo[1,5-a]pyrimidin-4(7H)-yl)acetamide ClC1=C(C=CC(=C1)C(F)(F)F)NC(CN1C=2N(C(C(=C1CC)C1=CC=C(C=C1)OC1=NC=CC=C1O)=O)N=C(N2)C2=CC=CC=C2)=O